N-(3-(3,3-difluoro-2-methylallyl)-1,2,4-thiadiazol-5-yl)-4-(3-methoxyphenyl)-5-methylfuran-2-carboxamide FC(=C(CC1=NSC(=N1)NC(=O)C=1OC(=C(C1)C1=CC(=CC=C1)OC)C)C)F